tert-Butyl (1-(3-(2-(4-methoxybenzylamino)-3-methylpyridin-4-yl)-1H-pyrazolo-[3,4-b]pyrazin-6-yl)-4-methylpiperidin-4-yl)methylcarbamate COC1=CC=C(CNC2=NC=CC(=C2C)C2=NNC3=NC(=CN=C32)N3CCC(CC3)(C)CNC(OC(C)(C)C)=O)C=C1